ClC=1N=CC2=C(C=CC(=C2C1)C(C)C)OCCN1C(=NN=C1)C 3-Chloro-5-isopropyl-8-(2-(3-methyl-4H-1,2,4-triazol-4-yl)ethoxy)isoquinoline